COC(=O)N1CCN(CCC1)C1CCC(CC1)(C1=CC=CC=C1)C#N 4-(4-cyano-4-phenylcyclohexyl)-1,4-diazepan-1-carboxylic acid methyl ester